C1(=CC=CC=C1)PC(C1=C(C=C(C=C1C)C)C)=O.[Li] Lithium phenyl-(2,4,6-trimethylbenzoyl)phosphine